4'-diethoxymethyl-biphenyl C(C)OC(C1=CC=C(C=C1)C1=CC=CC=C1)OCC